4-(2-(difluoromethyl)-3-fluorophenyl)butanoic acid FC(C1=C(C=CC=C1F)CCCC(=O)O)F